[Br-].SCCCCCCCCCCC[N+](C)(C)C 11-mercaptoundecyl-trimethyl-ammonium bromide